(R)-1-(2,5-difluoropyridin-3-yl)ethyl (4-(5-(6-cyclopropylnicotinamido)pyridinyl)-1-methyl-1H-1,2,3-triazol-5-yl)carbamate C1(CC1)C1=NC=C(C(=O)NC=2C=CC(=NC2)C=2N=NN(C2NC(O[C@H](C)C=2C(=NC=C(C2)F)F)=O)C)C=C1